ClC=1C(=CC(=C(C1)S(=O)(=O)NC=1SC=CN1)F)NCCCC(CC1=CC=CC=C1)NC[C@H]1NCCC1 5-chloro-2-fluoro-4-[(5-phenyl-4-{[(2S)-pyrrolidin-2-ylmethyl]amino}pentyl)amino]-N-1,3-thiazol-2-ylbenzenesulfonamide